C(C)(=O)N[C@H]1[C@H](O[C@@H]([C@@H]([C@@H]1O)O)CO)O[C@@H]([C@H](N)C(=O)O)C 3-O-(N-acetyl-alpha-D-galactosaminyl)-L-threonine